FC(OC1=C(C(=O)N)C=CC=C1)F 2-(difluoromethoxy)benzamide